N1C=CC2=NC=C(C=C21)S(=O)(=O)N2CCC1(C[C@H](CO1)N(C(OC(C)(C)C)=O)C[C@@H](COC1=CC(=CC=C1)S(=O)(=O)C)O)CC2 tert-Butyl ((R)-8-((1H-Pyrrolo[3,2-b]pyridin-6-yl)sulfonyl)-1-oxa-8-azaspiro[4.5]decan-3-yl)((S)-2-hydroxy-3-(3-(methylsulfonyl)phenoxy)propyl)carbamate